5-[4-(diphenylmethyl)piperazine-1-carbonyl]pyridine-2-carbonitrile C1(=CC=CC=C1)C(N1CCN(CC1)C(=O)C=1C=CC(=NC1)C#N)C1=CC=CC=C1